N-(5-((2-(5-azaspiro[2.4]heptan-5-yl)ethyl)carbamoyl)-2-methylpyridin-3-yl)-2-(pyridin-2-yl)pyrazolo[5,1-b]thiazole-7-carboxamide C1CC12CN(CC2)CCNC(=O)C=2C=C(C(=NC2)C)NC(=O)C=2C=NN1C2SC(=C1)C1=NC=CC=C1